NC1=NC=CC=C1S(=O)(=O)NC(=O)C=1C(=NC(=CC1)N1N=C(C=C1)OCC1CC1)N1C(C[C@@H](C1)C)(C)C N-[(2-Amino-3-pyridyl)sulfonyl]-6-[3-(cyclopropylmethoxy)pyrazol-1-yl]-2-[(4S)-2,2,4-trimethylpyrrolidin-1-yl]pyridin-3-carboxamid